C(C)(C)[S-] isopropanethiolate